zinc dibenzyl dithiocarbamate C1=CC=C(C=C1)CN(CC2=CC=CC=C2)C(=S)[S-].C1=CC=C(C=C1)CN(CC2=CC=CC=C2)C(=S)[S-].[Zn+2]